ClC1=NC=C(C(=N1)C1=C(C(=C(C(=O)O)C(=C1[2H])[2H])[2H])[2H])Cl (2,5-dichloropyrimidin-4-yl)benzoic acid-2,3,5,6-d4